[Ru+2].ClC1C(C(CCC1)(P(C1CCCCC1)C1CCCCC1)Cl)=CC1=C(C=CC=C1)OC(C)C Dichloro(2-isopropoxybenzylidene)(tricyclohexylphosphine) ruthenium (II)